C(CCCCCCCCCCCCCCCCCCCCCCC)(=O)OCCCCCCCCCCCCCCCCCCCCCCCC tetracosanyl tetracosanoate